O=S1(N(CC=C1)C1CN(CCC1)CC1=CC(=NC=C1)CNC1=CC=C(C=C1)C=1N(C2=NC=NC(=C2C1)N1CCOCC1)COCC[Si](C)(C)C)=O [(4-{[3-(1,1-dioxo-1,2-dihydro-1λ6-2-isothiazolyl)-1-piperidyl]methyl}-2-pyridyl)methyl][p-(4-morpholino-1-{[2-(trimethylsilyl)ethoxy]methyl}-1H-1,5,7-triazainden-2-yl)phenyl]amine